2-(2,6-dioxopiperidin-3-yl)-5-((4-(7-fluoroquinolin-4-yl)-3,6-dihydropyridin-1(2H)-yl)methyl)isoindoline-1,3-dione O=C1NC(CCC1N1C(C2=CC=C(C=C2C1=O)CN1CCC(=CC1)C1=CC=NC2=CC(=CC=C12)F)=O)=O